ClC1=C(C=C(C=C1)N1N=CC(=N1)C(=O)NC[C@]1(NC(NC1=O)=O)C1CC1)F 2-(4-chloro-3-fluorophenyl)-N-{[(4R)-4-cyclopropyl-2,5-dioxoimidazolidin-4-yl]methyl}-2H-1,2,3-triazole-4-carboxamide